(R)-6-(2-(dimethylamino)-7-methoxyimidazo[1,2-a]pyridin-5-yl)-2-methyl-N-(1-(3-nitro-5-(trifluoromethyl)phenyl)ethyl)quinazolin-4-amine CN(C=1N=C2N(C(=CC(=C2)OC)C=2C=C3C(=NC(=NC3=CC2)C)N[C@H](C)C2=CC(=CC(=C2)C(F)(F)F)[N+](=O)[O-])C1)C